O1CCC(CC1)N1CCC(CC1)N1CCNCC1 4-(1-tetrahydropyran-4-yl-4-piperidyl)piperazine